2-bromo-5-(tert-butyl)benzothiophene BrC=1SC2=C(C1)C=C(C=C2)C(C)(C)C